2-((R)-3-(4-amino-3-(2-fluoro-4-phenoxyphenyl)-1H-pyrazolo[3,4-d]pyrimidin-1-yl)piperidine-1-carbonyl)-4-(3-hydroxyazetidin-1-yl)-4-methylpent-2-enenitrile NC1=C2C(=NC=N1)N(N=C2C2=C(C=C(C=C2)OC2=CC=CC=C2)F)[C@H]2CN(CCC2)C(=O)C(C#N)=CC(C)(C)N2CC(C2)O